4-[4-[4-[(5-bromo-1-methyl-imidazole-2-carbonyl)amino]-2-chloro-benzoyl]piperazine-1-carbonyl]piperidine-1-carboxylic acid tert-butyl ester C(C)(C)(C)OC(=O)N1CCC(CC1)C(=O)N1CCN(CC1)C(C1=C(C=C(C=C1)NC(=O)C=1N(C(=CN1)Br)C)Cl)=O